C1(=CC=CC=2C3=CC=CC=C3CC12)[Hf] fluorenylhafnium